C(C1=CC=CC=C1)(C1=CC=CC=C1)(C1=CC=CC=C1)N1CC=2C(C1)=CN(C2)C2=CC=CC(=N2)OCC2=NC=C(C#N)C=C2 6-(((6-(5-trityl-5,6-dihydropyrrolo[3,4-c]pyrrol-2(4H)-yl)pyridin-2-yl)oxy)methyl)nicotinonitrile